COC([C@@H](NC(CCCCC1SSCC1)=O)CO)=O (5-(1,2-dithiolan-3-yl)pentanoyl)-L-serine methyl ester